(S)-5-(4-(3-((2-(1-hydroxyethyl)-1H-imidazol-1-yl)methyl)isoxazol-5-yl)phenyl)pent-4-yn-1-ol O[C@@H](C)C=1N(C=CN1)CC1=NOC(=C1)C1=CC=C(C=C1)C#CCCCO